ClC1=NC=C(C(=N1)SCC1=CC=C(C=C1)C=1N(C=C(N1)C(F)(F)F)C)C 2-chloro-5-methyl-4-[[4-[1-methyl-4-(trifluoromethyl)imidazol-2-yl]phenyl]methylsulfanyl]pyrimidine